potassium oxyoxide O=O.[K]